N-[(2-aminoquinolin-7-yl)methyl]-N-(2-methanesulfonylpyridin-3-yl)-4H,5H,6H-pyrrolo[1,2-b]pyrazole-2-carboxamide NC1=NC2=CC(=CC=C2C=C1)CN(C(=O)C=1C=C2N(N1)CCC2)C=2C(=NC=CC2)S(=O)(=O)C